CC=1C(C=CC(C1C)=O)=O 2,3-dimethyl-1,4-benzoquinone